(1s,2s)-N-(6-(5-(1H-imidazol-2-yl)-2-methylphenyl)benzo[d]thiazol-2-yl)-2-fluorocyclopropane-1-carboxamide N1C(=NC=C1)C=1C=CC(=C(C1)C1=CC2=C(N=C(S2)NC(=O)[C@H]2[C@H](C2)F)C=C1)C